CSSSCC=C methyl-2-propenyl trisulfide